NC[C@H](CC(=O)O)C[C@@H](CCC1=CC=CC=C1)C (3s,5r)-3-aminomethyl-5-methyl-7-phenyl-heptanoic acid